2-(1-(4-methoxyphenyl)cyclopropyl)-N-methyl-2'-oxo-2',3'-dihydro-1'h-[1,5'-bi-benzo[d]imidazole]-5-carboxamide COC1=CC=C(C=C1)C1(CC1)C1=NC2=C(N1C1=CC3=C(NC(N3)=O)C=C1)C=CC(=C2)C(=O)NC